O1C(=NC2=C1C=CC=C2)NC=2C=C(C=CC2)N2C(N=C(C1=C2N=C(S1)C1CC1)N(C)C)=O 4-[3-(1,3-Benzooxazol-2-ylamino)phenyl]-2-cyclopropyl-7-(dimethylamino)-[1,3]thiazolo[4,5-d]pyrimidin-5-one